C(C)(C)C=1N(C=CN1)C=1C=CC(=C(N)C1)[N+](=O)[O-] 5-(2-isopropyl-1H-imidazol-1-yl)-2-nitroaniline